(2-phenyl-2-(2,4,6-trimethoxyphenyl)ethyl)(o-chlorophenyl)selenane C1(=CC=CC=C1)C(CC1([Se]CCCC1)C1=C(C=CC=C1)Cl)C1=C(C=C(C=C1OC)OC)OC